IC=1C2=C(N(N1)CC(=O)OC(C)(C)C)C=C(S2)C=2C=NC(=NC2)C tert-Butyl 2-(3-iodo-5-(2-methylpyrimidin-5-yl)-1H-thieno[3,2-c]pyrazol-1-yl)acetate